2-(3-Formyl-1H-indol-1-yl)acetic acid C(=O)C1=CN(C2=CC=CC=C12)CC(=O)O